ClC1=CC=C(C=N1)CN1C=CC=C2C1=NC(N(C2=O)C2=CC(=CC=C2)C(F)(F)F)=S 8-((6-chloropyridin-3-yl)methyl)-2-thioxo-3-(3-(trifluoromethyl)phenyl)-2,8-dihydropyrido[2,3-d]pyrimidin-4(3H)-one